FC1=C(C=C(C(=O)N2[C@@H]3[C@H](CC2)CN(C3)C#N)C=C1)C1=CC=NC=C1 (3aR,6aR)-1-(4-fluoro-3-(pyridin-4-yl)benzoyl)hexahydropyrrolo[3,4-b]pyrrole-5(1H)-carbonitrile